ClC=1C=C(C=C(C1F)Cl)C1(CC(=NO1)C=1C2=C(C(=NC1)C(=O)O)C=CO2)C(F)(F)F 7-[5-(3,5-dichloro-4-fluorophenyl)-4,5-dihydro-5-(trifluoromethyl)-3-isoxazolyl]furo[3,2-c]pyridine-4-carboxylic acid